OCCOCC1(CC1)N(C(=O)C=1C=NN2C1CNCC2)C N-{1-[(2-hydroxyethoxy)methyl]cyclopropyl}-N-methyl-4H,5H,6H,7H-pyrazolo[1,5-a]pyrazine-3-carboxamide